N-(3-(3-((2S,3S)-1-methyl-5-oxo-2-(pyridin-3-yl)pyrrolidine-3-carboxamido)propoxy)propyl)glutaramide CN1[C@@H]([C@H](CC1=O)C(=O)NCCCOCCCNC(CCCC(=O)N)=O)C=1C=NC=CC1